1-(2-(2-azidoethyl)phenyl)cyclopropane-1-ol N(=[N+]=[N-])CCC1=C(C=CC=C1)C1(CC1)O